OCCCC(C(=O)O)=O 5-Hydroxy-2-oxopentanoic acid